BrC1=C(C=CC=C1)CC(=O)N1CCC=2C3=C(C4=C(CC13)C=CC=C4)C(=C(C2)OC)OC (2-bromophenyl)-1-(1,2-dimethoxy-4,5,6a,7-tetrahydro-6H-dibenzo[de,g]quinolin-6-yl)ethan-1-one